Cl.Cl.N[C@]1([C@@H](CC[C@H](C1)CCB(O)O)CNC(C(C(C)C)(C)N)=O)C(=O)O (1R,2S,5R)-1-Amino-2-((2-amino-2,3-dimethylbutanamido)methyl)-5-(2-boronoethyl)cyclohexane-1-carboxylic acid dihydrochloride